N[C@H](CC1=C(C2=C(N=C(N=C2NCC=2OC=CC2)Cl)N1)F)C 6-[(2S)-2-aminopropyl]-2-chloro-5-fluoro-N-[(furan-2-yl)methyl]-7H-pyrrolo[2,3-d]pyrimidin-4-amine